(R)-(4-(3-(4,4-difluorocyclohexyl)-2-oxo-7-(trifluoromethyl)indolin-3-yl)phenyl)boronic acid FC1(CCC(CC1)[C@@]1(C(NC2=C(C=CC=C12)C(F)(F)F)=O)C1=CC=C(C=C1)B(O)O)F